OC[N+](C)(CO)CO tri-(hydroxymethyl)-methyl-ammonium